4'-methyl-2-biphenylcarboxylic acid CC1=CC=C(C=C1)C=1C(=CC=CC1)C(=O)O